(3R)-3-[(2S)-3-[5-(aminomethyl)-1-benzothiophen-3-yl]-1-(tert-butoxy)-1-oxopropan-2-yl]pyrrolidine-1-carboxylic acid tert-butyl ester C(C)(C)(C)OC(=O)N1C[C@H](CC1)[C@@H](C(=O)OC(C)(C)C)CC1=CSC2=C1C=C(C=C2)CN